1-((2S,4R)-4-((4-(4-(aminomethyl)-1H-1,2,3-triazol-1-yl)phenyl)amino)-2-methyl-3,4-dihydroquinolin-1(2H)-yl)propan-1-one hydrochloride Cl.NCC=1N=NN(C1)C1=CC=C(C=C1)N[C@@H]1C[C@@H](N(C2=CC=CC=C12)C(CC)=O)C